C(C)S(=O)(=O)N1CCC2=CC=CC(=C12)[N+](=O)[O-] 1-(ethylsulfonyl)-7-nitroindoline